ClC1=NC(=CC(=N1)N1CCC(CC1)N(C)C)Cl 1-(2,6-dichloropyrimidin-4-yl)-N,N-dimethylpiperidin-4-amine